N1CCC2(CC1)CC1=C(C=NC=C1)C2N 5,7-dihydro-spiro[cyclopenta[c]pyridin-6,4'-piperidin]-7-amine